CN1C2=C(C=C1C(=O)NC1=C(C=CC=C1)COC1=CC=C(OC[C@@H]3CN(CC3)C(=O)OC(C)(C)C)C=C1)SC=C2 tert-butyl (3S)-3-[[4-[[2-[(4-methylthieno[3,2-b]pyrrole-5-carbonyl)amino]phenyl]methoxy]phenoxy] methyl]pyrrolidine-1-carboxylate